[4-(morpholinomethyl)phenyl]hydrazine O1CCN(CC1)CC1=CC=C(C=C1)NN